1-([1,1':2',1''-terphenyl]-4'-yl)-3-(4,5-dihydro-1H-imidazol-2-yl)cyclohexan-1-ol C1(=CC=CC=C1)C=1C(=CC(=CC1)C1(CC(CCC1)C=1NCCN1)O)C1=CC=CC=C1